FC1(CCN(CCC1)C1=NC(=NC(=C1C(=O)NC=1C=C(C=CC1)[S@](=O)(C)=NC(OC(C)(C)C)=O)C)SC)F tert-butyl (R)-((3-(4-(4,4-difluoroazepan-1-yl)-6-methyl-2-(methylthio) pyrimidine-5-carboxamido)phenyl)(methyl)(oxo)-λ6-sulfaneylidene)carbamate